4-(6-(4-(benzyloxy)piperidin-1-yl)pyridin-3-yl)-6-(2-hydroxy-2-methylpropoxy)pyrazolo[1,5-a]pyridine-3-carbonitrile C(C1=CC=CC=C1)OC1CCN(CC1)C1=CC=C(C=N1)C=1C=2N(C=C(C1)OCC(C)(C)O)N=CC2C#N